2-(4-((3-(tert-butyl)-2-oxo-2,3-dihydro-1H-benzo[d]imidazol-5-yl)oxy)-3,5-dichlorophenyl)-3,5-dioxo-2,3,4,5-tetrahydro-1,2,4-triazine-6-carbonitrile C(C)(C)(C)N1C(NC2=C1C=C(C=C2)OC2=C(C=C(C=C2Cl)N2N=C(C(NC2=O)=O)C#N)Cl)=O